C(C)C1(OC2=CC=C(C=C2C(C1)=O)C1=NC(=NO1)C1=CC(=NC=C1)OC)CC 2,2-diethyl-6-(3-(2-methoxypyridin-4-yl)-1,2,4-oxadiazol-5-yl)chroman-4-one